4-fluoro-N-[4-fluoro-5-(2-morpholin-4-ylpyrimidin-5-yl)-2-[rac-(3R,5R)-3,4,5-trimethylpiperazin-1-yl]phenyl]-2-(trifluoromethyl)benzamide FC1=CC(=C(C(=O)NC2=C(C=C(C(=C2)C=2C=NC(=NC2)N2CCOCC2)F)N2C[C@H](N([C@@H](C2)C)C)C)C=C1)C(F)(F)F |r|